ClC=1C2=C(N=CN1)C1=C(S2)N=C2C(=C1COC(C)C)COC(C2)(C)C 4-chloro-11-(isopropoxymethyl)-8,8-dimethyl-7,10-dihydro-8H-pyrano[3'',4'':5',6']pyrido[3',2':4,5]thieno[3,2-d]pyrimidine